CON(C(/C=C/C(=O)NC(NCC)=O)=O)C (E)-N'-methoxy-N'-methyl-N-(ethylcarbamoyl)-but-2-enediamide